SC(CS)[Si](OC)(OC)OC 1,2-dimercaptoethyl-trimethoxysilane